C(CCCCCCCCCC)OC1=C(CBr)C=CC=C1 2-(undecanyloxy)benzyl bromide